3-sulfanylbutan-2-ol SC(C(C)O)C